(S)-4-(5,5-dimethylpyrrolidin-3-yl)-5-(2-((4-methyl-6-oxopyridazin-1(6H)-yl)methyl)thieno[3,2-b]pyridin-7-yl)-3,4-dihydro-2H-benzo[b][1,4]oxazine-7-carbonitrile, formic acid salt C(=O)O.CC1(C[C@@H](CN1)N1C2=C(OCC1)C=C(C=C2C2=C1C(=NC=C2)C=C(S1)CN1N=CC(=CC1=O)C)C#N)C